OC=1C=C(C=CC1)C1=NN(C=C1C=1C2=C(N=CN1)C=C(C(=N2)C2C(C2)(C(=O)N)C(F)(F)F)OC)C (4-(3-(3-hydroxyphenyl)-1-methyl-1H-pyrazol-4-yl)-7-methoxypyrido[3,2-d]pyrimidin-6-yl)-1-(trifluoromethyl)cyclopropane-1-carboxamide